C(CC1=C2C(C(N(C2=O)Br)=N)=C(C(=C1Br)Br)Br)C1=C2C(C(=O)N(C2=O)Br)=C(C(=C1Br)Br)Br ethylenebis(tetrabromophthalimide) imide